BrC1=C(NC2=C(C=CC=C2)Br)C(=CC=C1)[N+](=O)[O-] 2-bromo-N-(2-bromophenyl)-6-nitroaniline